C(C)(C)(C)N(C(O)=O)C=1C(=NC=C(C1)Br)OCCCN(C)C.NC1=NC2=C(N1C1CCN(CC1)C(CC=1C=C3C=CC=NC3=CC1)=O)C(=CC=C2)C(F)(F)F (4-(2-amino-7-(trifluoromethyl)-1H-benzo[d]imidazol-1-yl)piperidin-1-yl)-2-(quinolin-6-yl)ethan-1-one tert-Butyl-(5-bromo-2-(3-(dimethylamino)propoxy)pyridin-3-yl)carbamate